(S)-3-(2-oxo-2-((1,1,1-trifluoroprop-2-yl)amino)acetyl)-2,3-dihydro-1H-pyrrolizine-7-carboxylic acid O=C(C(=O)[C@@H]1CCC2=C(C=CN12)C(=O)O)NC(C(F)(F)F)C